N-((1-(2-(6-Chloroimidazo[1,2-a]pyrazin-3-yl)pyrimidin-4-yl)-4,4-difluoro-5-methylpiperidin-3-yl)methyl)methanesulfonamide ClC=1N=CC=2N(C1)C(=CN2)C2=NC=CC(=N2)N2CC(C(C(C2)C)(F)F)CNS(=O)(=O)C